FC=1C=C2C(C(=CN3C2=C(C1F)OCC3)CN(CC3=CC=NC=C3)[C@@H]3CN(CCC3)C=3C=NC(=CC3)[N+](=O)[O-])=O (S)-9,10-difluoro-6-(((1-(6-nitropyridin-3-yl)piperidin-3-yl)(pyridin-4-ylmethyl)amino)methyl)-2,3-dihydro-7H-[1,4]oxazino[2,3,4-ij]quinolin-7-one